C1(CC1)C1=CC(=CC(=N1)C=1OC2=C(N1)C=C(C=C2)CNCC(C)(O)C)C2=C(C=C(C=C2)F)C2=NN=CN2C 1-{[(2-{6-Cyclopropyl-4-[4-fluoro-2-(4-methyl-1,2,4-triazol-3-yl)phenyl]pyridin-2-yl}-1,3-benzoxazol-5-yl)methyl]amino}-2-methylpropan-2-ol